(3aR,5R,6R,7R,7aR)-5-(acetoxymethyl)-2-methyl-3a,6,7,7a-tetrahydro-5H-pyrano[3,2-d]oxazole-6,7-diyl Diacetate C(C)(=O)O[C@@H]1[C@@H]([C@H]2N=C(O[C@H]2O[C@@H]1COC(C)=O)C)OC(C)=O